BrC1=C(OC2=C1C=C(C=C2C(=O)OC)C)CNC(=O)C=2C=NN1C2N=CC=C1 Methyl 3-bromo-5-methyl-2-((pyrazolo[1,5-a]pyrimidine-3-carboxamido)methyl)benzofuran-7-carboxylate